(S)-N-(5-(2-(1-cyclopropylethyl)-4-(ethylsulfonamido)-3-oxo-2,3-dihydro-1H-pyrrolo[3,4-c]pyridin-6-yl)-4-methylthiazol-2-yl)acetamide C1(CC1)[C@H](C)N1C(C=2C(=NC(=CC2C1)C1=C(N=C(S1)NC(C)=O)C)NS(=O)(=O)CC)=O